NC1=CC=C2C(=N1)CCC2NC([C@H](C)NC(=O)[C@@H]2NC[C@H](C2)CC2=CC1=CC=CC=C1C=C2OC)=O (2R,4S)-N-((2S)-1-((2-amino-6,7-dihydro-5H-cyclopenta[b]pyridin-5-yl)amino)-1-oxopropan-2-yl)-4-((3-methoxynaphthalen-2-yl)methyl)pyrrolidine-2-carboxamide